diethyl 2-(((2-bromo-6-methylpyridin-3-yl)amino)methylene)malonate BrC1=NC(=CC=C1NC=C(C(=O)OCC)C(=O)OCC)C